BrC=1C=C2CC(CNC2=C(C1F)C#C[Si](C)(C)C)O 6-bromo-7-fluoro-8-[2-(trimethylsilyl)ethynyl]-1,2,3,4-tetrahydroquinolin-3-ol